5-chloromethylimidazolium hydrochloride Cl.ClCC1=C[NH+]=CN1